CC(C(=O)OCC=C)(C)C.CC(C(=O)OC)(C)C allyl methyl di(methyl isobutyrate)